FC1(CC[SH2](CC1)=O)F 4,4-difluoro-1-oxotetrahydro-2H-1λ6-thiopyran